CC1=C(C=C2C=NNC2=C1)B(O)O 6-METHYL-1H-INDAZOLE-5-BORONIC ACID